C(C)(C)(C)NC(=O)C1=NC=CC(=C1)NC(=O)C1CCCCC2=C1C=CC=C2 N-tert-Butyl-4-(6,7,8,9-tetrahydro-5H-benzo[7]annulene-5-carbonylamino)pyridine-2-carboxamide